ClC1=NC2=CC=C(C=C2C=C1CN1CCC(CC1)N1CC(C1)(N1N=CC(=C1)C=1C2=C(N=CN1)NC=C2)CC#N)OC {1-{1-[(2-chloro-6-methoxyquinolin-3-yl)methyl]piperidin-4-yl}-3-[4-(7H-pyrrolo[2,3-d]pyrimidin-4-yl)-1H-pyrazol-1-yl]azetidin-3-yl}acetonitrile